NC1=CC=C(C(=C1C1=C(C(N(N=C1)CC1=CC=CC=C1)=O)Cl)F)Cl 5-(6-amino-3-chloro-2-fluorophenyl)-2-benzyl-4-chloropyridazin-3(2H)-one